ethylene glycol bis(difluoromethanesulfonate) FC(S(=O)(=O)OCCOS(=O)(=O)C(F)F)F